OCC1=C(C=CC=C1C1=CN(C(C(=C1)NC1=NC=NC=C1)=O)C)N1C(C=2SC=3CC(CC3C2CC1)(C)C)=O 10-[2-(Hydroxymethyl)-3-[1-methyl-6-oxo-5-(pyrimidin-4-ylamino)pyridin-3-yl]phenyl]-4,4-dimethyl-7-thia-10-azatricyclo[6.4.0.02,6]dodeca-1(8),2(6)-dien-9-one